C(CCCCCCCCCCC)C(C(=O)[O-])(CC(=O)[O-])S(=O)(=O)O.[NH4+].CC1C(=NOC1(C)C)S(=O)(=O)C=1C(=NN(C1OC(F)F)C)C(F)(F)F.[NH4+] [5-(difluoromethoxy)-1-methyl-3-(trifluoromethyl)-1H-pyrazol-4-yl] methyl-4,5-dihydro-5,5-dimethylisoxazol-3-yl sulfone Ammonium Lauryl-Sulfosuccinate